4-({4-[({2-[methyl(methylsulfonyl)amino]pyridin-3-yl}methyl)amino]-5-(trifluoromethyl)pyrimidin-2-yl}amino)-N-(tetrahydro-2H-pyran-3-yl)benzamide CN(C1=NC=CC=C1CNC1=NC(=NC=C1C(F)(F)F)NC1=CC=C(C(=O)NC2COCCC2)C=C1)S(=O)(=O)C